1H-1,3,4-triazole N1C=NN=C1